C(=C)NC=O.[C] carbon N-vinyl-formamide